C12(CC3CC(CC(C1)C3)C2)C(=O)OCCS(=O)(=O)[O-] 2-[(adamantane-1-carbonyl)oxy]ethylsulfonate